C(C)(C)(C)C1=CC(=C(N)C=C1)F 4-(tert-butyl)-2-fluoroaniline